(2,4-dichlorophenyl)-2-(4H-1,2,4-triazole-4-yl)ethanone ClC1=C(C=CC(=C1)Cl)C(CN1C=NN=C1)=O